NC1C(CC(CC1C)C(C)(C)C1CC(C(C(C1)C)N)C)C 2,2-bis(4-amino-3,5-dimethylcyclohexyl)propane